(3S,4R)-3-fluoro-1-(4-((8-(5-(2-hydroxy-prop-2-yl)-1,3,4-oxadiazol-2-yl)-5-isopropyl-2,7-naphthyridin-3-yl)amino)pyrimidin-2-yl)-3-methylpiperidin-4-ol F[C@]1(CN(CC[C@H]1O)C1=NC=CC(=N1)NC=1N=CC2=C(N=CC(=C2C1)C(C)C)C=1OC(=NN1)C(C)(C)O)C